FC1(CN(CC1)C=1SC(=CN1)C1=NC(=NC=C1C1=CN=CS1)NC1=CC=C(C=C1)N1CCN(CC1)C)F 4-(2-(3,3-difluoropyrrolidin-1-yl)thiazol-5-yl)-N-(4-(4-methylpiperazin-1-yl)phenyl)-5-(thiazol-5-yl)pyrimidin-2-amine